FC=1C=C(C=CC1)S(=O)(C)=NC1=C(C=CC=C1)C#CC=1C=CC(=NC1)C(=O)OC methyl 5-[2-(2-{[(3-fluorophenyl)(methyl)oxo-λ6-sulfanylidene]amino}phenyl)ethynyl]pyridine-2-carboxylate